ClC=1C=C(C=C(C1F)OC)C1=CC(=NO1)CCl 5-(3-Chloro-4-fluoro-5-methoxyphenyl)-3-(chloromethyl)isoxazole